C(C)OCOC1CCCCCCCCCCC1 (Ethoxymethoxy)cyclododecan